4-bromo-1H-benzo[c]indol-2-one BrC1=CC(CC23C(=CN=C12)C=CC=C3)=O